C(C)(=O)N1C=2N(CC1C#N)C(=C(N2)C2=NC(=CC=C2)C)C2=CC=1C=NC=CC1S2 1-acetyl-6-(6-methyl-pyridin-2-yl)-5-thieno[3,2-c]pyridin-2-yl-2,3-dihydro-1H-imidazo[1,2-a]imidazole-2-carbonitrile